2-(1-(2-ethyl-6-(5-(hydroxymethyl)-1-methyl-1H-1,2,3-triazol-4-yl)pyridine-3-yl)-5,5-difluoropiperidin-3-yl)acetic acid C(C)C1=NC(=CC=C1N1CC(CC(C1)(F)F)CC(=O)O)C=1N=NN(C1CO)C